FC1=C(C=C(C=C1)C(C)(C)O)S(=O)(N)=NC(NC1=C2CCCC2=C(C=2CCCC12)F)=O 2-fluoro-N'-((8-fluoro-1,2,3,5,6,7-hexahydro-s-indacen-4-yl)carbamoyl)-5-(2-hydroxypropan-2-yl)benzenesulfonimidamide